FC1(CCC(CC1)NCCC[C@H]1OCC[C@H]1OC1=C(C=CC(=C1)C)S(=O)(=O)N1[C@@H](CCC1)C(=O)OC(C)(C)C)F |o1:11,15| tert-butyl ((2-(((2R*-3R*)-2-(3-((4,4-difluorocyclohexyl)amino)propyl)tetrahydrofuran-3-yl)oxy)-4-methylphenyl)sulfonyl)-L-prolinate